C(C)(C)(C)C1=CC=C(C=C1)I(C1=CC=C(C=C1)C(C)(C)C)Cl di(4-tertiary butyl-phenyl)iodine chloride